C(C)O[Si](CCCNC(C=1C(C(=O)O)=CC=CC1)=O)(OCC)OCC N-(3-(triethoxysilyl)propyl)phthalamic acid